C(C)(C)(C)C1=CC=C(C(=N1)C1CCC(CC1)(F)F)B1OC(C(O1)(C)C)(C)C 6-tert-butyl-2-(4,4-difluorocyclohexyl)-3-(4,4,5,5-tetramethyl-1,3,2-dioxaborolan-2-yl)pyridine